S-4-(benzyloxy)cyclohexyl ethanethioate C(C)(SC1CCC(CC1)OCC1=CC=CC=C1)=O